C(C)(C)(C)OC(=O)N1CC2COC=3C4=C(N=CN=C4C=CC3)N2CC1 8a,9,11,12-tetrahydropyrazino[2',1':3,4][1,4]oxazepino[5,6,7-de]quinazolin-10(8H)-carboxylic acid tert-butyl ester